(S)-3-hydroxybutyric anhydride O[C@H](CC(=O)OC(C[C@H](C)O)=O)C